CC(/C=C/C(C(=O)O)NC(C1=CC=NC(=C1)C1=CC=CC=C1)=O)(C)C (E)-5,5-dimethyl-2-(6-phenylisonicotinoylamino)-3-hexenoic acid